FC1=CC=C(C=C1)N1CCN(C2=CC=CC=C12)C(=O)NC1CCNCC1 4-(4-fluorophenyl)-N-(piperidin-4-yl)-3,4-dihydroquinoxaline-1(2H)-carboxamide